FC1=C2C3=C(NC2=C(C=C1F)NC)N=CC(=C3N3[C@@H](CCC3)CO)C=3C=C1C(C(=CN(C1=NC3)C)C(=O)O)=O 6-[5,6-difluoro-4-[(2S)-2-(hydroxymethyl)pyrrolidin-1-yl]-8-(methylamino)-9H-pyrido[2,3-b]indol-3-yl]-1-methyl-4-oxo-1,8-naphthyridine-3-carboxylic acid